C(N)(OC1=NC(=C(C=C1C)N=NC1=C(C=CC=C1)O[Si](C)(C)C(C)(C)C)N)=O methyl-(6-amino-5-((2-((tert-butyldimethylsilyl) oxy) phenyl) diazenyl) pyridin-2-yl) carbamate